3,4,6-tri-O-galloylglucose C(C1=CC(O)=C(O)C(O)=C1)(=O)O[C@H]([C@H](C=O)O)[C@H](OC(C1=CC(O)=C(O)C(O)=C1)=O)[C@H](O)COC(C1=CC(O)=C(O)C(O)=C1)=O